(R)-1-(3-fluoro-4-(6-(3-methylmorpholino)-1-(1H-pyrazol-3-yl)-1H-pyrazolo[3,4-b]pyridin-4-yl)phenyl)pyrrolidin-2-one FC=1C=C(C=CC1C1=C2C(=NC(=C1)N1[C@@H](COCC1)C)N(N=C2)C2=NNC=C2)N2C(CCC2)=O